O1C(CCCC1)OC=1C=C(C=O)C=CC1OC1OCCCC1 3,4-bis(tetrahydro-2H-pyran-2-yloxy)benzaldehyde